methyl N-[4-carbamoyl-1-[1-[(2-chloro-5-hydroxy-phenyl)methyl]-4-(cyanomethyl)-3-fluoro-4-piperidyl]pyrazol-3-yl]carbamate C(N)(=O)C=1C(=NN(C1)C1(C(CN(CC1)CC1=C(C=CC(=C1)O)Cl)F)CC#N)NC(OC)=O